C(C)(C)(C)OC(NC1CCC(CC1)NC(C(F)F)(C)C)=O tert-butyl(4-((1,1-difluoro-2-methylpropan-2-yl)amino)cyclohexyl)carbamate